N-[(5-cyclopropyl-6-fluoropyridin-2-yl)(phenyl)methyl]-4-fluoro-1-{2-[5-(trifluoromethyl)-1H-1,2,3,4-tetrazol-1-yl]acetyl}pyrrolidine-2-carboxamide C1(CC1)C=1C=CC(=NC1F)C(NC(=O)C1N(CC(C1)F)C(CN1N=NN=C1C(F)(F)F)=O)C1=CC=CC=C1